3-(4-benzyloxy-2-ethyl-5-methyl-pyrazol-3-yl)-4-[(4-methoxyphenyl)methyl]-1,2,4-triazole C(C1=CC=CC=C1)OC1=C(N(N=C1C)CC)C1=NN=CN1CC1=CC=C(C=C1)OC